ClC=1C=C2C(=C3C4(NC(NC13)=O)CCCCC4)OC(=C2)C(=O)N(C)CC2=NNC(=C2)C2CC2 5'-chloro-N-[(5-cyclopropyl-1H-pyrazol-3-yl)methyl]-N-methyl-7'-oxo-7',8'-dihydro-6'H-spiro[cyclohexane-1,9'-furo[2,3-f]quinazoline]-2'-carboxamide